6-((((S)-1-cyclopropylethyl)amino)methyl)-3-methyl-N-(3-((1s,3R)-3-methyl-1-(4-methyl-4H-1,2,4-triazol-3-yl)cyclobutyl)phenyl)imidazo[1,2-a]pyridine-8-carboxamide C1(CC1)[C@H](C)NCC=1C=C(C=2N(C1)C(=CN2)C)C(=O)NC2=CC(=CC=C2)C2(CC(C2)C)C2=NN=CN2C